Br/C=C/CCC1=CC=C(C=C1)OC (E)-1-(4-bromo-3-butenyl)-4-methoxybenzene